3-(4-methoxyphenyl)-5,6-dimethyl-1,4,2-dithiazine COC1=CC=C(C=C1)C1=NSC(=C(S1)C)C